C(CCC)OC=1C=C2C[C@@H](C(=CC2=CC1)CN1CC(C1)(C(=O)O)F)C 1-[((3S)-6-butoxy-3-methyl-3,4-dihydronaphthalen-2-yl)methyl]-3-fluoroazetidine-3-carboxylic acid